COC1=CC=C(C=C1)CN1C(=NN=C1)C1=CC=2N(C(=C1)OC1=CC=C(C=C1)OCCOC1CCOCC1)C=NC2 7-[4-[(4-methoxyphenyl)methyl]-1,2,4-triazol-3-yl]-5-[4-(2-tetrahydropyran-4-yloxyethoxy)phenoxy]imidazo[1,5-a]pyridine